n-octadecyl-2,6-di-tert-butyl-4-methylphenol C(CCCCCCCCCCCCCCCCC)C=1C(=C(C(=CC1C)C(C)(C)C)O)C(C)(C)C